NC(C)(C)C1=CC(=NC(=C1)C1=CC=C(C=C1)F)OC1[C@@H]2CN(C[C@H]12)C(=O)C=1C(=NN(C1)C1=NC=C(C=N1)F)C ((1R,5S,6s)-6-((4-(2-aminopropan-2-yl)-6-(4-fluorophenyl)pyridin-2-yl)oxy)-3-azabicyclo[3.1.0]hexan-3-yl)(1-(5-fluoropyrimidin-2-yl)-3-methyl-1H-pyrazol-4-yl)methanone